2-(2-bromophenoxymethyl)-[1,3]dioxolane BrC1=C(OCC2OCCO2)C=CC=C1